5-(5-(4-chloro-3-fluorophenyl)-3-(ethylsulfonyl)pyridin-2-yl)-2-(trifluoromethyl)pyrazolo[1,5-a]pyrimidine ClC1=C(C=C(C=C1)C=1C=C(C(=NC1)C1=NC=2N(C=C1)N=C(C2)C(F)(F)F)S(=O)(=O)CC)F